O1CCN(CC1)C=1C2=C(N=C(N1)NC1=NOC(=C1)C1=CC=CC=C1)C=C(O2)C2=CC=NC=C2 4-morpholino-N-(5-phenylisoxazol-3-yl)-6-(pyridin-4-yl)furo[3,2-d]pyrimidin-2-amine